Dimethyl 2-oxoheptylphosphonate O=C(CP(OC)(OC)=O)CCCCC